6-bromo-N1-(2,4-dimethoxybenzyl)-3-fluorobenzene-1,2-diamine BrC=1C=CC(=C(C1NCC1=C(C=C(C=C1)OC)OC)N)F